methyl 8-(4-bromobutanamido)quinoline-4-carboxylate BrCCCC(=O)NC=1C=CC=C2C(=CC=NC12)C(=O)OC